3-(methoxyethyl)-1,3-cyclopentadiene COCCC=1C=CCC1